4-methoxyphenethyl-ammonium COC1=CC=C(CC[NH3+])C=C1